BrC=1C(=NN(C1C1=CC=C(C=C1)F)C(C)(C)C)CC(=O)[O-] 2-[4-bromo-1-tert-butyl-5-(4-fluorophenyl) pyrazol-3-yl]Acetate